7-hydroxy-6-methoxy-2-methylquinazoline-4(1H)-on OC1=C(C=C2C(N=C(NC2=C1)C)=O)OC